C1(=CC=CC=C1)CCC1=CC=C(C=C1C1=CC=CC=C1)C1=CC=CC=C1 2,4,6-triphenylethylbenzene